N(=[N+]=[N-])CCCCCC(=O)N[C@H](C(=O)N1[C@@H](C[C@H](C1)O)C(=O)NCC1=CC=C(C=C1)C1=C(N=CS1)C)C(C)(C)C (2S,4R)-1-((S)-2-(6-azidohexanamido)-3,3-dimethylbutanoyl)-4-hydroxy-N-(4-(4-methylthiazol-5-yl)benzyl)pyrrolidine-2-carboxamide